COCC1=C(C=CC=C1)C1N(CCC(C1)C(F)(F)F)S(=O)(=O)C1=CC=C(C)C=C1 (2-(methoxymethyl)phenyl)-1-p-toluenesulfonyl-4-(trifluoromethyl)piperidine